ClC=1C=CC(=C(C1)C1=CC(N(C=C1OC)C(C(=O)NC1=CC(=C(C=C1)P(=O)(C)C)C(F)F)CC1=CC=CC=C1)=O)N1N=NC(=C1)Cl 2-(4-(5-Chloro-2-(4-chloro-1H-1,2,3-triazol-1-yl)phenyl)-5-methoxy-2-oxopyridin-1(2H)-yl)-N-(3-(difluoromethyl)-4-(dimethylphosphoryl)phenyl)-3-phenylpropionamide